5-vinyl-6-methylpyrazine-2-carbonitrile C(=C)C=1N=CC(=NC1C)C#N